C(C1=CC=CC=C1)OC=1C=2N(C(=CC1)C(=O)OC)N=CN2 methyl 8-(benzyloxy)-[1,2,4]triazolo[1,5-a]pyridine-5-carboxylate